5-(phenylthio)-1H-1,2,3-triazole-4-carboxylic acid C1(=CC=CC=C1)SC1=C(N=NN1)C(=O)O